OCC1(CCC1)NC(C(=O)C1=C(C(=C2CCCCN12)C(=O)NC1(CCCC1)C)C)=O 3-(2-((1-(hydroxymethyl)cyclobutyl)amino)-2-oxoacetyl)-2-methyl-N-(1-methylcyclopentyl)-5,6,7,8-tetrahydroindolizine-1-carboxamide